pyrrolylperfluorobutylsulfonamide N1C(=CC=C1)NS(=O)(=O)C(C(C(C(F)(F)F)(F)F)(F)F)(F)F